(4-(N-(4-cyclohexylbenzyl)-4-phenoxybenzamido)phenyl)boronic acid C1(CCCCC1)C1=CC=C(CN(C(C2=CC=C(C=C2)OC2=CC=CC=C2)=O)C2=CC=C(C=C2)B(O)O)C=C1